1-((1S,3R)-3-(6-Amino-5-(4-phenoxyphenyl)-pyrimidin-4-ylamino)-cyclohexyl)-but-2-en-1-one NC1=C(C(=NC=N1)N[C@H]1C[C@H](CCC1)C(C=CC)=O)C1=CC=C(C=C1)OC1=CC=CC=C1